1,1-bis(t-butylperoxy)cyclodecane C(C)(C)(C)OOC1(CCCCCCCCC1)OOC(C)(C)C